ClC1=C(C=CC=C1)C1=C(C(=CC=C1)C=C(C1=NC=C(C(=C1)OC)CNCCO)F)Cl 2,2'-dichloro-3'-(2-fluoro-2-(5-(((2-hydroxyethyl)amino)methyl)-4-methoxypyridin-2-yl)vinyl)-[1,1'-biphenyl]